CCCC(C(=O)[O-])C(=O)[O-] 4-butylidenedicarboxylate